(2-bromoacetamidoethyl)sulfonamide BrCC(=O)NCCS(=O)(=O)N